OC=1C=C(C(=O)N(C)C)C=CC1N 3-hydroxy-4-amino-N,N-dimethylbenzamide